propyl 3-(4H-1,2,4-triazol-3-yl)propanoate N=1N=C(NC1)CCC(=O)OCCC